(S)-N-(cyano(3,3-difluorocyclohexyl)methyl)-2-methylpropane-2-sulfinamide C(#N)C(N[S@@](=O)C(C)(C)C)C1CC(CCC1)(F)F